Benzyl ((1S)-3-bromo-1-(3,3-difluorocyclohexyl)-2-oxopropyl)carbamate BrCC([C@H](C1CC(CCC1)(F)F)NC(OCC1=CC=CC=C1)=O)=O